CC(CCS(=O)(=O)C1=CC=C(C=C1)C1=CC=C(C=C1)C(C)(C)NC(OC1CN2CCC1CC2)=O)(C)C Quinuclidin-3-yl (2-(4'-((3,3-dimethylbutyl)sulfonyl)-[1,1'-biphenyl]-4-yl)propan-2-yl)carbamate